1-(2-(4-(9-benzyl-6-(1-methyl-cyclopropoxy)-9H-purin-8-yl)-3-chlorophenoxy)ethyl)-1,4-diazepan-5-one C(C1=CC=CC=C1)N1C2=NC=NC(=C2N=C1C1=C(C=C(OCCN2CCNC(CC2)=O)C=C1)Cl)OC1(CC1)C